C(C)(=O)OC1=CC=C2C(CC3CCCNC3=C2)C1 octahydrobenzo[g]quinolin-7-yl acetate